C(CCC(C)C)[Hf](CCCC(C)C)(CCCC(C)C)CCCC(C)C tetraisohexylhafnium